N-(5-(cis-2,6-dimethylmorpholino)-4'-((4-(1-methoxyethyl)-6-(methylsulfonyl)pyridin-2-yl)amino)-[2,3'-bipyridin]-6'-yl)acetamide C[C@@H]1O[C@@H](CN(C1)C=1C=CC(=NC1)C=1C=NC(=CC1NC1=NC(=CC(=C1)C(C)OC)S(=O)(=O)C)NC(C)=O)C